N1(CCCCCC1)C=1N=C(C2=C(C=NNC2=O)N1)NC=1C=CC(=NC1)N1CCC2(CC2C(=O)O)CC1 6-(5-((2-(azepan-1-yl)-5-oxo-5,6-dihydropyrimido[4,5-d]pyridazin-4-yl)amino)pyridin-2-yl)-6-azaspiro[2.5]octane-1-carboxylic acid